NC1=CC=C(C=C1)S(=O)(=O)O.CN(C1=CC=C(C=CC2=CC(=NC=C2)C)C=C1)C 4-(4-dimethylaminostyryl)picoline p-anilinesulfonate